2-(3,4-bis(benzyloxy)phenoxy)propan-2-ol C(C1=CC=CC=C1)OC=1C=C(OC(C)(C)O)C=CC1OCC1=CC=CC=C1